2-Methyl-3-((R)-1-((4-methyl-7-(3-((4-(4-((R)-3-methyl-2,6-dioxopiperidin-3-yl)-phenyl)piperidin-1-yl)methyl)phenyl)pyrido[3,4-d]pyridazin-1-yl)amino)ethyl)benzonitrile CC1=C(C#N)C=CC=C1[C@@H](C)NC1=C2C(=C(N=N1)C)C=NC(=C2)C2=CC(=CC=C2)CN2CCC(CC2)C2=CC=C(C=C2)[C@@]2(C(NC(CC2)=O)=O)C